OC1=C(C(N(C=C1C)C)=O)NC(N[C@@H](CC(=O)OCC)C=1C=C(C=CC1)C1=C(C=CC=C1)C(F)(F)F)=O ethyl (S)-3-(3-(4-hydroxy-1,5-dimethyl-2-oxo-1,2-dihydropyridin-3-yl)ureido)-3-(2'-(trifluoro methyl)biphenyl-3-yl)propanoate